pyrido[3',2':4,5]furo[3,2-d]pyrimidin-4-amine N1=CN=C(C2=C1C1=C(O2)N=CC=C1)N